6-(5-chloro-2-pyridyl)-pyrrolo[3,4-b]pyrazine ClC=1C=CC(=NC1)N1C=C2N=CC=NC2=C1